sodium 2,2-dibenzylpropanedioate C(C1=CC=CC=C1)C(C(=O)[O-])(C(=O)[O-])CC1=CC=CC=C1.[Na+].[Na+]